C1(CC1)C1=CC(=NC=C1)C#N 4-cyclopropylpicolinonitrile